(S)-1-(t-butoxycarbonyl)pyrrolidine-2-carboxylic acid C(C)(C)(C)OC(=O)N1[C@@H](CCC1)C(=O)O